C(C)CNC1=C(C=2C(=CN=CC2Br)S1)C#N ethyl-[(4-bromo-3-cyanothieno[2,3-c]pyridin-2-yl)amino]methane